C(#N)C=1C(=NC=C(C(=O)NC2=CC(=C(C=C2)C)NC2=NC=CC=C2C2=C3N=CN(C3=NC=N2)C2OCCCC2)C1)C(F)(F)F 5-cyano-N-(4-methyl-3-((3-(9-(tetrahydro-2H-pyran-2-yl)-9H-purin-6-yl)pyridin-2-yl)amino)phenyl)-6-(trifluoromethyl)nicotinamide